C(C(C)C)(=O)NCCC(=O)NC=1SC=C(N1)C1=CC=CC=C1 3-isobutyramido-N-(4-phenylthiazol-2-yl)propanamide